NC1N(N(N(N1N)N)N)N Pentaaminotetrazole